Racemic-3-[6-[[6-(1-oxa-8-azaspiro[4.5]decan-8-ylmethyl)-3-pyridyl]methyl]-2-oxo-benzo[cd]indol-1-yl]piperidine-2,6-dione O1CCCC12CCN(CC2)CC2=CC=C(C=N2)CC=2C=1C3=C(C(N(C3=CC2)[C@H]2C(NC(CC2)=O)=O)=O)C=CC1 |r|